COC1(CC(C1)NC(OCC1=CC=CC=C1)=O)OC benzyl N-(3,3-dimethoxycyclobutyl)carbamate